CC1=CN=CC(=N1)[C@H]1N(OCC1)C(=O)C1CCN(CC1)C1=NC=CC(=N1)C(=O)N 2-[4-[(3S)-3-(6-Methylpyrazin-2-yl)isoxazolidine-2-carbonyl]-1-piperidyl]pyrimidine-4-carboxamide